C(CCCCCCC\C=C/C\C=C/CCCCC)C1(OC[C@@H](O1)CCC)CCCCCCCC\C=C/C\C=C/CCCCC 3-((S)-2,2-bis((9Z,12Z)-octadeca-9,12-dien-1-yl)-1,3-dioxolan-4-yl)propane